C(C)OC(=O)C=1C(=NN(C1)C)C(F)F 3-(difluoromethyl)-1-methyl-1H-pyrazole-4-carboxylic acid ethylester